(trans)-1,2-cycloheptanediol [C@@H]1([C@@H](CCCCC1)O)O